COC1=CC=CC2=C1OCO2 7-Methoxy-1,3-benzodioxol